ClC1=CC=C2C(=CC=NC2=C1)NCCCCCCCCNC=1N=NC=CN1 N1-(7-chloroquinolin-4-yl)-N8-(1,2,4-triazin-3-yl)octane-1,8-diamine